O=C1NC2=CC(=CC=C2C1)CC(=O)O 2-(2-oxoindolin-6-yl)acetic acid